(3R)-3-fluoropyrrole FC1=CNC=C1